CC1=CC=C2C(=N1)CN(C2=O)C21CC3(CC(CC(C2)C3)C1)NC(=O)C1=NC=C(C=C1)F 5-Fluoro-pyridine-2-carboxylic acid [3-(2-methyl-5-oxo-5,7-dihydro-pyrrolo[3,4-b]pyridin-6-yl)-adamantan-1-yl]-amide